N3-(2,6-dimethylphenyl)-1-methyl-N6-(4-(piperidin-4-yl)phenyl)-1H-pyrazolo[3,4-d]pyrimidine-3,6-diamine CC1=C(C(=CC=C1)C)NC1=NN(C2=NC(=NC=C21)NC2=CC=C(C=C2)C2CCNCC2)C